3,4-dihydropyranone O1C(CCC=C1)=O